5-[[4-[(2-aminoacetyl)amino]phenyl]sulfonylamino]thiazole-4-carboxylic acid NCC(=O)NC1=CC=C(C=C1)S(=O)(=O)NC1=C(N=CS1)C(=O)O